C(C)(C)C1=CC=C(C=C1)C=1NC2=C(N1)C=CC=C2 (4-isopropylphenyl)-benzimidazole